R-2-(4-methylbenzyl)-1-cyclohexanone CC1=CC=C(C[C@@H]2C(CCCC2)=O)C=C1